C(C)(C)(C)C1(C=C(C(=O)OC)C(=O)OC)CC=CC=C1 dimethyl (1-t-butylbenzylidene)malonate